(S)-N-(4-((4-(4-aminopyrimidin-2-yl)-1,3-dimethyl-1H-pyrazol-5-yl)oxy)butan-2-yl)-6'-chloro-5-((1,1-difluoro-5-azaspiro[2.3]hexan-5-yl)methyl)-3-fluoro-[2,3'-bipyridin]-4'-amine NC1=NC(=NC=C1)C=1C(=NN(C1OCC[C@H](C)NC1=C(C=NC(=C1)Cl)C1=NC=C(C=C1F)CN1CC2(CC2(F)F)C1)C)C